1-methyl-4,5-diphenylimidazole CN1C=NC(=C1C1=CC=CC=C1)C1=CC=CC=C1